C(C)(C)[C@@H]1[C@H](C1)C1=C(N=NC=C1)N 4-((1S,2R)-2-isopropylcyclopropyl)pyridazin-3-amine